1,1,4,4,4-pentafluorobut-1-ene FC(=CCC(F)(F)F)F